(4-bromophenyl)-3-butyn-2-one BrC1=CC=C(C=C1)CC(C#C)=O